C(C1=CC=CC=C1)(=O)N1CC(C1)N1C2=NC(=NC(=C2N=C1)OS(=O)(=O)C1=CC=C(C=C1)C)N1CCOCC1 9-(1-benzoylazetidin-3-yl)-2-morpholino-9H-purin-6-yl-4-methylbenzenesulfonate